tert-butyl 4-(3-bromopropyl)piperazin-1-carboxylate BrCCCN1CCN(CC1)C(=O)OC(C)(C)C